potassium caprate (decanoate) C(CCCCCCCCC)(=O)[O-].OC(=O)CCCCCCCCC.[K+]